C(C)N(C(C)C)C(C)C Ethyldiisopropylamin